1-(4-nitrophenyl)-4-phenyl-1H-1,2,3-triazole [N+](=O)([O-])C1=CC=C(C=C1)N1N=NC(=C1)C1=CC=CC=C1